FC1(CN(CC1)C1=NC=CC(=C1NC(C1=CC=C(C=C1)O)=O)C1=NN(C=C1)C1OCCCC1)F N-(2-(3,3-difluoropyrrolidin-1-yl)-4-(1-(tetrahydro-2H-pyran-2-yl)-1H-pyrazol-3-yl)pyridin-3-yl)-4-hydroxybenzamide